C(#N)CCCC(CCC)C#N 1,4-dicyanoheptan